2-(4-methylbenzyl)-2-dimethylamino-1-(4-morpholin-4-yl-phenyl)-butan-1-one CC1=CC=C(CC(C(=O)C2=CC=C(C=C2)N2CCOCC2)(CC)N(C)C)C=C1